N-(2-Fluoro-5-trifluoromethyl-phenyl)-2,2-dimethyl-propionamide FC1=C(C=C(C=C1)C(F)(F)F)NC(C(C)(C)C)=O